CN(C)CC1=CC=C(C=C1)S(=O)(=O)NC(CC1=C(C=C(C=C1C(C)C)C1=C(C=CC=C1)F)C(C)C)=O N-{4-[(dimethylamino)methyl]benzene-sulfonyl}-2-[4-(2-fluorophenyl)-2,6-bis(propan-2-yl)phenyl]acetamide